C(C)(=O)NCCCCC(C(=O)OC(C)(C)C)NC(C(CCCCNC(=O)OC(C)(C)C)N)=O tert-butyl 6-acetamido-2-(2-amino-6-((tert-butoxycarbonyl)amino)hexanamido)-hexanoate